CC=1C(=NC=2CN(CCC2C1)C(=O)OC(C)(C)C)NC tert-butyl 3-methyl-2-(methylamino)-5,8-dihydro-1,7-naphthyridine-7(6H)-carboxylate